CC1=C(C=C(N=N1)C=1C(NC(NC1)=O)=O)C1=NN(C=C1)C 5-(6-methyl-5-(1-methyl-1H-pyrazol-3-yl)pyridazin-3-yl)pyrimidine-2,4(1H,3H)-dione